C(C)C1(CC1)CNC=1N=CC2=C(N(C(C=3C=CC=CC23)=O)C2CCC(CC2)O)N1 3-(((1-Ethylcyclopropyl)methyl)amino)-5-(4-hydroxycyclohexyl)pyrimido[4,5-c]isoquinolin-6(5H)-one